FC1=CC(=C(C=C1)N1CN(C(C2=CC(=CC=C12)C(F)(F)F)=O)C=1C=NC=C(C1)C)C 1-(4-fluoro-2-methylphenyl)-3-(5-methylpyridin-3-yl)-6-(trifluoromethyl)-2,3-dihydroquinazolin-4(1H)-one